N-{4-[2-(4-{[amino(imino)methyl]amino}phenyl)ethyl]-1,3-thiazol-2-yl}acetamide NC(=N)NC1=CC=C(C=C1)CCC=1N=C(SC1)NC(C)=O